N1C(=CC=2C=NC=CC21)CNC(CN2C(C(=NC=C2)N[C@@H](C)C2=CC1=C(OC3=C1C=CC=C3)C=C2)=O)=O (S)-N-((1H-pyrrolo[3,2-c]pyridin-2-yl)methyl)-2-(3-((1-(dibenzo[b,d]furan-2-yl)ethyl)amino)-2-oxopyrazin-1(2H)-yl)acetamide